C1(CC1)C(=O)N1CCN(CC1)C(=O)C1=CC(=NC2=CC=C(C=C12)C)C=1OC(=CC1)C (4-(cyclopropanecarbonyl)piperazin-1-yl)(6-methyl-2-(5-methylfuran-2-yl)quinolin-4-yl)methanone